ethyl-1-(5-iodo-6-(3-methoxypropyl)pyrazin-2-yl)piperidine-4-carbonitrile C(C)C1N(CCC(C1)C#N)C1=NC(=C(N=C1)I)CCCOC